FC(C=1N=CN(C1)C1CC(C1)O)(F)F (1r,3r)-3-(4-(trifluoromethyl)-1H-imidazol-1-yl)cyclobutan-1-ol